COC1=C(C[C@H](N)C(=O)O)C=CC(=C1)OC (2,4-dimethoxy)phenylalanine